C(C)(C)(C)OC(=O)N1CC(CC1)C(C(=O)OC(C)(C)C)(C)CC1=CC(=CC=C1)C=O tert-butyl-3-[2-tert-butoxy-1-[(3-formylphenyl)methyl]-1-methyl-2-oxo-ethyl]pyrrolidine-1-carboxylate